N-((2S,4S)-1-(4-aminopiperidin-1-ylsulfonyl)-2-methylpiperidin-4-yl)-5-ethyl-1,2-thiazole NC1CCN(CC1)S(=O)(=O)N1[C@H](C[C@H](CC1)N1SC(=CC1)CC)C